N1(CCCCC1)C(=O)OOC1=C(C=C(C=C1)C=O)C(C)(C)C tert-butyl-(4-formylphenoxy) piperidine-1-carboxylate